6-[[4-[[(1S)-2-hydroxy-1-phenyl-ethyl]amino]-5-oxazol-2-yl-pyrimidin-2-yl]amino]-3,4-dihydro-2H-isoquinolin-1-one OC[C@H](C1=CC=CC=C1)NC1=NC(=NC=C1C=1OC=CN1)NC=1C=C2CCNC(C2=CC1)=O